cyclohexane-1,4-diol bis(2-mercaptoacetate) SCC(=O)OC1CCC(CC1)OC(CS)=O